N1N=CC2=CC=C(C=C12)C1(CC1)C#N 1-(1H-indazol-6-yl)cyclopropane-1-carbonitrile